Methyl 4-[(1S)-1-[[3-{2-phenoxyethylamino}tetrahydrofuran-3-carbonyl]amino]ethyl]benzoate O(C1=CC=CC=C1)CCNC1(COCC1)C(=O)N[C@@H](C)C1=CC=C(C(=O)OC)C=C1